2-hydroxy-2-methyl-1-[4-(1-methylvinyl)phenyl]propane Tert-butyl-(2S)-2-[(E)-tert-butylsulfinyliminomethyl]-4,4-difluoro-pyrrolidine-1-carboxylate C(C)(C)(C)OC(=O)N1[C@@H](CC(C1)(F)F)/C=N/S(=O)C(C)(C)C.OC(CC1=CC=C(C=C1)C(=C)C)(C)C